(S)-tert-butyl 4-(4-(2-(2-cyanopyrrolidin-1-yl)-2-oxoethylcarbamoyl)quinolin-6-yl)benzoate C(#N)[C@H]1N(CCC1)C(CNC(=O)C1=CC=NC2=CC=C(C=C12)C1=CC=C(C(=O)OC(C)(C)C)C=C1)=O